1-(4-((4-((5-(5-fluorofuran-2-yl)-2-methoxyphenyl)amino)-7-methoxy-quinazolin-6-yl)oxy)piperidin-1-yl)prop-2-en-1-one FC1=CC=C(O1)C=1C=CC(=C(C1)NC1=NC=NC2=CC(=C(C=C12)OC1CCN(CC1)C(C=C)=O)OC)OC